2-Chloro-6-methyldibenzo[c,f][1,2]thiazepin-11(6H)-one 5,5-dioxide ClC=1C=CC2=C(C(C3=C(N(S2(=O)=O)C)C=CC=C3)=O)C1